2'-(4-Fluorophenyl)-3'-(6-methyl-1H-pyrazolo[3,4-b]pyridin-4-yl)-5'H,7'H-spiro[cyclopropane-1,6'-pyrazolo[5,1-b][1,3]oxazine] FC1=CC=C(C=C1)C1=NN2C(OCC3(C2)CC3)=C1C1=C3C(=NC(=C1)C)NN=C3